COC(=O)C=1C(=NOC1C1=CC=C(C(=N1)C)NC(=O)[C@@H]1[C@H](CCCC1)C(=O)O)C (1S,2S)-2-((6-(4-(methoxycarbonyl)-3-methylisoxazol-5-yl)-2-methyl-pyridin-3-yl)carbamoyl)cyclohexane-1-carboxylic acid